P1(CCCC1)=O Phospholane 1-oxide